1-(9Z-octadecenoyl)-2-(11Z-eicosenoyl)-glycero-3-phosphoserine CCCCCCCC/C=C\CCCCCCCCCC(=O)O[C@H](COC(=O)CCCCCCC/C=C\CCCCCCCC)COP(=O)(O)OC[C@@H](C(=O)O)N